(2-bromo-2,2-difluoro-acetyl)oxypotassium BrC(C(=O)O[K])(F)F